2-((4-(3-(2-Fluorophenyl)-3,4-dihydro-2H-benzo[b][1,4]oxazin-8-yl)piperidin-1-yl)methyl)-3-(((S)-oxetan-2-yl)methyl)-3H-imidazo[4,5-b]pyridine-5-carboxylic acid FC1=C(C=CC=C1)C1NC2=C(OC1)C(=CC=C2)C2CCN(CC2)CC2=NC=1C(=NC(=CC1)C(=O)O)N2C[C@H]2OCC2